C12COCC(CC1)N2C(=O)C2OC1=C(C(N(C2)C[C@H]([C@H]2NCC3=CC=CC=C3C2)O)=O)C=CC=C1 (3-oxa-8-azabicyclo[3.2.1]octane-8-carbonyl)-4-((R)-2-hydroxy-2-((S)-1,2,3,4-tetrahydroisoquinolin-3-yl)ethyl)-3,4-dihydrobenzo[f][1,4]oxazepine-5(2H)-one